C[C@H]1CCC(N(C1)C(C(=O)NC=1C=2C(C=NC1)=CN(N2)COCC[Si](C)(C)C)=O)C=2C=CC1=C(N=C(S1)C1CCN(CC1)C)C2 2-[(5S)-5-methyl-2-[2-(1-methyl-4-piperidyl)-1,3-benzothiazol-5-yl]-1-piperidyl]-2-oxo-N-[2-(2-trimethylsilylethoxymethyl)pyrazolo[4,3-c]pyridin-7-yl]acetamide